C([O-])(O)=O.[Na+].O water sodium bicarbonate